N-(1-(4-((6-phenoxypyridin-3-yl)amino)pyrido[3,2-d]pyrimidin-6-yl)azetidin-3-yl)acrylamide O(C1=CC=CC=C1)C1=CC=C(C=N1)NC=1C2=C(N=CN1)C=CC(=N2)N2CC(C2)NC(C=C)=O